[NH4+].C(C(=O)[O-])(=O)[O-].[NH4+] oxalate ammonium salt